O1COC2C1=C1C=CC=C1C=C2 indeno(4,5-d)-1,3-dioxole